N-{5-[6-(5-chloro-2-fluorophenyl)-2H,3H,4H-pyrido[3,2-b][1,4]oxazin-8-yl]pyridin-3-yl}-4-(methylamino)butanamide ClC=1C=CC(=C(C1)C=1C=C(C=2OCCNC2N1)C=1C=C(C=NC1)NC(CCCNC)=O)F